COC1=C(C=CC=C1)B(O)O (2-methoxyphenyl)-boronic acid